N-(3-Aminophenyl)sulfonyl-6-tert-butyl-2-(3-fluoro-4-methylphenyl)pyridin-3-carboxamid NC=1C=C(C=CC1)S(=O)(=O)NC(=O)C=1C(=NC(=CC1)C(C)(C)C)C1=CC(=C(C=C1)C)F